2-(4-bromophenyl)-4-phenyldibenzo[b,d]furan BrC1=CC=C(C=C1)C1=CC2=C(OC3=C2C=CC=C3)C(=C1)C1=CC=CC=C1